BrC1=C(C(=C(C2=NN(N=C21)CC(C)C)Br)OCC(C)C)OCC(C)C 4,7-dibromo-5,6-diisobutoxy-2-isobutyl-2H-benzo[d][1,2,3]triazole